ClC1=NC(=CC=C1C)OCCOC 2-chloro-6-(2-methoxyethoxy)-3-methylpyridine